ClC=1C=CC(=C(C1)N1CC(N(CC1=O)C(C(=O)NC1=CC=C(C(=O)NC)C=C1)CC1=CC=CC=C1)=O)N1N=NN=C1 4-(2-(4-(5-chloro-2-(1H-tetrazol-1-yl)phenyl)-2,5-dioxopiperazin-1-yl)-3-phenylpropanamido)-N-methylbenzamide